ClC=1C(=CC(=C(C1)C=1C=C(C=CC1F)C(=O)N1CCCC1)OC)C [3-(5-Chloro-2-methoxy-4-methylphenyl)-4-fluorophenyl]-pyrrolidin-1-ylmethanone